[Bi]=[Se].[Na] sodium bismuth selenide